NC1=C(C(=NN1C1CCCC1)C(=O)NC=1C(=NC=C(C1)NC(CC1=CC=C(C=C1)OC(F)(F)F)=O)F)C(=O)N 5-amino-1-cyclopentyl-N3-(2-fluoro-5-(2-(4-(trifluoromethoxy)phenyl)acetamido)pyridin-3-yl)-1H-pyrazole-3,4-dicarboxamide